C(C)O[Si](Br)(Br)OCC diethoxydibromosilane